ClC1=NC2=NC(=CN=C2C(=N1)N1CCS(CC1)(=O)=O)Cl 4-(2,7-dichloropteridin-4-yl)thiomorpholine 1,1-dioxide